BrC=1C=CC=2OCCN(C2N1)C 6-bromo-4-methyl-2,3-dihydropyrido[3,2-b][1,4]oxazine